S(=O)(=O)(OC(F)(F)F)OCCCC trifluoromethyl butyl sulfate